C([C@@H](C(=O)O)N)SSC[C@@H](C(=O)O)N E-cystine